N-(4-Oxo-3,5-bis((E)-3,4,5-trifluorobenzylidene)cyclohexyl)-4-(2-(piperidin-1-yl)ethoxy)benzamide O=C/1/C(/CC(C\C1=C/C1=CC(=C(C(=C1)F)F)F)NC(C1=CC=C(C=C1)OCCN1CCCCC1)=O)=C/C1=CC(=C(C(=C1)F)F)F